{4-[1-(3-Amino-5-trifluoromethyl-phenyl)-ethylamino]-1,3-dihydro-2,5,6,8a-tetraaza-as-indacen-2-yl}-(1-methoxy-cyclopropyl)-methanone NC=1C=C(C=C(C1)C(F)(F)F)C(C)NC=1C=2CN(CC2N2C=CN=C2N1)C(=O)C1(CC1)OC